FC(OC1=CC=C(C=C1)S(=O)(=O)N1C2CC(CC1CC2)N[C@H]2COCC2)F 8-((4-(Difluoromethoxy)phenyl)sulfonyl)-N-((R)-tetrahydrofuran-3-yl)-8-azabicyclo[3.2.1]octan-3-amine